OC1(CC2CCC(C1)N2C(=O)OC(C)(C)C)C(=O)OC 8-(tert-butyl) 3-methyl 3-hydroxy-8-azabicyclo[3.2.1]octane-3,8-dicarboxylate